(6-((4-amino-2-methylquinolin-6-yl)amino)benzo[d]thiazol-2-yl)-L-phenylalanine tert-butyl ester C(C)(C)(C)OC([C@@H](NC=1SC2=C(N1)C=CC(=C2)NC=2C=C1C(=CC(=NC1=CC2)C)N)CC2=CC=CC=C2)=O